N-[(6-Amino-2-pyridyl)sulfonyl]-6-[2-[isobutyl(methyl)amino]-4-pyridyl]-2-(2,2,4-trimethylpyrrolidin-1-yl)pyridin-3-carboxamid NC1=CC=CC(=N1)S(=O)(=O)NC(=O)C=1C(=NC(=CC1)C1=CC(=NC=C1)N(C)CC(C)C)N1C(CC(C1)C)(C)C